C1(CC1)C1=CC2=C(C(=NN(C2=O)CC(=O)O)CC)O1 2-{2-Cyclopropyl-7-ethyl-4-oxo-4H,5H-furo[2,3-d]pyridazin-5-yl}acetic acid